CC1=NC(=CC(=N1)NC1=NN2C(C=C(C=C2)C2=C(C=NN2C)OC[C@@H]2NCCC2)=C1)C (R)-N-(2,6-dimethylpyrimidin-4-yl)-5-(1-methyl-4-(pyrrolidin-2-ylmethoxy)-1H-pyrazol-5-yl)pyrazolo[1,5-a]pyridin-2-amine